N1[C@@H](CCC1)CO (S)-pyrrolidin-2-ylcarbinol